4-(4-chlorophenyl)-1-(1-(4-chlorophenyl)vinyl)pyrazole-3-carboxylic acid ethyl ester C(C)OC(=O)C1=NN(C=C1C1=CC=C(C=C1)Cl)C(=C)C1=CC=C(C=C1)Cl